Methyl dihydropyridazine-3-carboxylate N1NC(=CC=C1)C(=O)OC